2-[[3,5-bis(1,1-dimethylethyl)-4-hydroxyphenyl]methyl]-2-butylmalonic acid CC(C)(C)C=1C=C(C=C(C1O)C(C)(C)C)CC(C(=O)O)(C(=O)O)CCCC